1-((3R,5R,8S,9S,10R,13S,14S,17S)-10-fluoro-3-hydroxy-3,13-dimethylhexadecahydro-1H-cyclopenta[a]phenanthren-17-yl)-2-(6-(2-hydroxypropan-2-yl)-1H-benzo[d]imidazol-1-yl)ethan-1-one F[C@]12[C@H]3CC[C@@]4([C@H](CC[C@H]4[C@@H]3CC[C@@H]2C[C@](CC1)(C)O)C(CN1C=NC2=C1C=C(C=C2)C(C)(C)O)=O)C